(E)-3-(4-bromobenzylidene)-1-tosyl-2,3-dihydroquinolin-4(1H)-one BrC1=CC=C(\C=C\2/CN(C3=CC=CC=C3C2=O)S(=O)(=O)C2=CC=C(C)C=C2)C=C1